N-(2-ethylhexyl)-2-phenyl-3,5,7-tris-tetrahydropyranyloxy-quinolin-4-one C(C)C(CN1C(=C(C(C2=C(C=C(C=C12)OC1OCCCC1)OC1OCCCC1)=O)OC1OCCCC1)C1=CC=CC=C1)CCCC